7-(1-methyl-1H-pyrazol-4-yl)-N-(2-methyl-5-(2-(1-methylpiperidin-4-yl)acetamido)pyridin-3-yl)-[1,2,4]triazolo[4,3-a]pyridine-3-carboxamide CN1N=CC(=C1)C1=CC=2N(C=C1)C(=NN2)C(=O)NC=2C(=NC=C(C2)NC(CC2CCN(CC2)C)=O)C